2-(5-(cyclopropylmethyl)-4-(3-fluoro-4-sulfamoylbenzyl)-3-(3-((cis)-3-(5-methylthiophen-2-yl)cyclobutyl)phenyl)-1H-pyrazol-1-yl)thiazole-4-carboxylic acid C1(CC1)CC1=C(C(=NN1C=1SC=C(N1)C(=O)O)C1=CC(=CC=C1)[C@@H]1C[C@@H](C1)C=1SC(=CC1)C)CC1=CC(=C(C=C1)S(N)(=O)=O)F